5-((But-3-en-1-yloxy)methyl)-4-iodopyridin-2(1H)-one C(CC=C)OCC=1C(=CC(NC1)=O)I